methyl 3-(bicyclo[1.1.1]pentan-1-yl)-4-iodo-1-(((trans)-2-(trifluoromethyl)cyclopropyl)methyl)-1H-pyrazole-5-carboxylate C12(CC(C1)C2)C2=NN(C(=C2I)C(=O)OC)C[C@H]2[C@@H](C2)C(F)(F)F